S1(CCC(CC1)C(=O)N)(=O)=O Tetrahydro-2H-thiapyran-4-carboxamide 1,1-dioxide